C(C)(C)OC=1C(=CC=2C(N1)=NN(C2)C21COC(C2)(C1)C)C(=O)NC=1C(N(C=CC1)C1C(C1)C)=O 6-isopropoxy-2-(1-methyl-2-oxabicyclo[2.1.1]hex-4-yl)-N-(1-(2-methylcyclopropyl)-2-oxo-1,2-dihydropyridin-3-yl)-2H-pyrazolo[3,4-b]pyridine-5-carboxamide